N-methyl-Ethanamine CNCC